2-((3-((7-chloro-2-((4,4-dimethyl-4,5,6,7-tetrahydropyrazolo[1,5-a]pyridin-2-yl)amino)-1-methyl-1H-imidazo[4,5-b]pyridin-6-yl)oxy)pyrazolo[1,5-a]pyrazin-4-yl)oxy)ethan-1-ol ClC1=C2C(=NC=C1OC=1C=NN3C1C(=NC=C3)OCCO)N=C(N2C)NC2=NN3C(C(CCC3)(C)C)=C2